FC(C(=O)[O-])(C(F)(F)F)OC(C(C(F)(F)F)(F)F)(F)F.[NH4+] ammonium perfluoro-2-propoxypropionate